C1N(CCC2C1CCCCC2)C(C(=O)NC=2C=C(C=NC2)C(=O)N)=O 5-(2-{Decahydro-1H-cyclohepta[c]pyridin-2-yl}-2-oxoacetamido)pyridine-3-carboxamide